(1aR,5aR)-2-(Tetrahydro-pyran-4-ylmethyl)-1a,2,5,5a-tetrahydro-1H-2,3-diaza-cyclopropa[a]pentalene-4-carboxylic acid (1-methyl-1-phenyl-ethyl)-amide CC(C)(C1=CC=CC=C1)NC(=O)C=1C=2C[C@@H]3[C@H](C2N(N1)CC1CCOCC1)C3